2-amino-4,6-dimethyl-pyridine NC1=NC(=CC(=C1)C)C